The molecule is a polyunsaturated fatty acid anion that is the conjugate base of (17Z,20Z,23Z,26Z,29Z)-dotriacontapentaenoic acid, obtained by deprotonation of the carboxy group; major species at pH 7.3. It is a conjugate base of a (17Z,20Z,23Z,26Z,29Z)-dotriacontapentaenoic acid. CC/C=C\\C/C=C\\C/C=C\\C/C=C\\C/C=C\\CCCCCCCCCCCCCCCC(=O)[O-]